C(C)C1=CC=C(OC2=CC=C(C=N2)CN2C(C(=C(CC2)O)C(=O)NCC(=O)O)=O)C=C1 N-[(1-{[6-(4-ethylphenoxy)-3-pyridinyl]methyl}-4-hydroxy-2-oxo-1,2,5,6-tetrahydro-3-pyridinyl)carbonyl]glycine